C12CN(CC(CC1)O2)C2=NC(=NC(=N2)N2CCOCC2)C2=CC=C(C=C2)NC(=O)NC=2C=C1COC(C1=CC2)=O 1-(4-(4-(8-oxa-3-azabicyclo[3.2.1]octan-3-yl)-6-morpholino-1,3,5-triazin-2-yl)phenyl)-3-(1-oxo-1,3-dihydroisobenzofuran-5-yl)urea